Methyl-2-(9-((2R,3S,4R,5R)-3-acetoxy-5-(acetoxymethyl)-4-fluorotetrahydrofuran-2-yl)-2-amino-8-oxo-8,9-dihydro-7H-purin-7-yl)acetat COC(CN1C(N(C2=NC(=NC=C12)N)[C@@H]1O[C@@H]([C@H]([C@H]1OC(C)=O)F)COC(C)=O)=O)=O